4-((2-(methylsulfonyl)ethyl)amino)-7H-pyrrolo[2,3-d]pyrimidine-5-carbonitrile CS(=O)(=O)CCNC=1C2=C(N=CN1)NC=C2C#N